2-(6-(1-((1S,2R,3S,5R)-2-fluoro-1-methyl-9-azabicyclo[3.3.1]nonan-3-yl)vinyl)-1,2,4-triazin-3-yl)-5-(1H-imidazol-1-yl)phenol F[C@H]1[C@@]2(CCC[C@H](C[C@H]1C(=C)C1=CN=C(N=N1)C1=C(C=C(C=C1)N1C=NC=C1)O)N2)C